BrC=1C=C2C(=CC1)C(N(CC21CC1)CC(=O)NC1=NC=C(C=N1)OCOC)=O 2-(6-bromo-1-oxospiro[3H-isoquinoline-4,1'-cyclopropane]-2-yl)-N-[5-(methoxymethoxy)pyrimidin-2-yl]acetamide